(S)-3-(8-(2-(cyclopropylmethoxy)-4,5-difluorophenyl)quinolin-5-yl)-2-(2,6-difluorobenzoylamino)propionic acid C1(CC1)COC1=C(C=C(C(=C1)F)F)C=1C=CC(=C2C=CC=NC12)C[C@@H](C(=O)O)NC(C1=C(C=CC=C1F)F)=O